N-(2,3-dihydro-1,4-benzoxazin-4-yl)-7-fluoro-4-[(3-fluorocyclobutyl)-methyl-amino]-8-(2,3,5-trifluorophenyl)quinoline-3-carboxamide O1CCN(C2=C1C=CC=C2)NC(=O)C=2C=NC1=C(C(=CC=C1C2N(C)C2CC(C2)F)F)C2=C(C(=CC(=C2)F)F)F